2-[4-[4-(2,6-dioxo-3-piperidyl)-2,3-dihydroquinoxalin-1-yl]-1-piperidyl]acetic acid O=C1NC(CCC1N1CCN(C2=CC=CC=C12)C1CCN(CC1)CC(=O)O)=O